2-(6-(((1S,2R,3R,5S)-2-fluoro-1,5,8-trimethyl-8-azabicyclo[3.2.1]oct-6-en-3-yl)(methyl)amino)pyridazin-3-yl)-5-(2-methoxypyridin-4-yl)phenol F[C@H]1[C@@]2(C=C[C@](C[C@H]1N(C1=CC=C(N=N1)C1=C(C=C(C=C1)C1=CC(=NC=C1)OC)O)C)(N2C)C)C